N1=C(C=CC=C1)C1=C(C=CC=C1)C1=CC=CC=C1 (pyridinyl)biphenyl